6-bromo-N-(4-fluorophenyl)-1H-benzimidazol-5-amine BrC=1C(=CC2=C(NC=N2)C1)NC1=CC=C(C=C1)F